ethyl 6-(3-(p-tolyl)azetidin-1-yl)quinoline-4-carboxylate C1(=CC=C(C=C1)C1CN(C1)C=1C=C2C(=CC=NC2=CC1)C(=O)OCC)C